NCC1=NNC(C2=CC=C(C=C12)C=1C=NN(C1C1=C(C=C2C=CC=NC2=C1)C#N)C)=O 7-(4-(4-(aminomethyl)-1-oxo-1,2-dihydrophthalazin-6-yl)-1-methyl-1H-pyrazol-5-yl)quinoline-6-carbonitrile